ClC=1C=C2CN(C(C2=CC1C(F)(F)F)C)C(CC[C@@]1(C(NC(N1)=O)=O)C1CC1)=O (5S)-5-(3-(5-chloro-1-methyl-6-(trifluoromethyl)isoindolin-2-yl)-3-oxopropyl)-5-cyclopropylimidazolidine-2,4-dione